ClC1=C(C=CC(=C1)C(F)(F)F)NC(=O)C1(CCC1)N1N=CC(=C1C)I N-(2-chloro-4-(trifluoromethyl)phenyl)-1-(4-iodo-5-methyl-1H-pyrazol-1-yl)cyclobutane-1-Formamide